[Tb].C1(=CC=CC=C1)P(C1=CC=CC=C1)C1=CC=CC=C1.C1(=CC=CC=C1)P(C1=CC=CC=C1)C1=CC=CC=C1 bis(triphenylphosphine) terbium